Thiolacetic Acid CC(=O)S